C(=O)C1=CC=C(C=C1)B(O)O Para-formylphenylboronic acid